C(=O)C1=C(C=CC=C1)C1=CC=C(C=C1)C(=O)O 2'-FORMYL-BIPHENYL-4-CARBOXYLIC ACID